(S)-6-(1-(1-(2-hydroxyethyl)pyrrolidin-3-yl)-1H-pyrazol-4-yl)-4-(pyridin-2-ylthio)pyrazolo[1,5-a]pyridine-3-carbonitrile OCCN1C[C@H](CC1)N1N=CC(=C1)C=1C=C(C=2N(C1)N=CC2C#N)SC2=NC=CC=C2